3-[4-(1,3-benzothiazol-2-ylmethyl)piperazin-1-yl]-N-cyclopentyl-4-(2H-tetrazol-5-yl)aniline S1C(=NC2=C1C=CC=C2)CN2CCN(CC2)C=2C=C(NC1CCCC1)C=CC2C=2N=NNN2